C(C)(C)(C)OC(=O)N1C[C@H](CC1)OC1=C(C=C(C(=O)N2CCC(CC2)OC=2C=C(C=C(C2)F)N2CCN(CC2)C(=O)OC(C)(C)C)C=C1)C1CCCCC1 tert-butyl (S)-4-(3-((1-(4-((1-(tert-butoxycarbonyl)pyrrolidin-3-yl)oxy)-3-cyclohexylbenzoyl)piperidin-4-yl)oxy)-5-fluorophenyl)piperazine-1-carboxylate